5-(2-ethoxy-7H-pyrrolo[2,3-d]pyrimidin-5-yl)-N-(trans-4-methoxycyclohexyl)pyrazolo[1,5-a]pyridine-3-carboxamide C(C)OC=1N=CC2=C(N1)NC=C2C2=CC=1N(C=C2)N=CC1C(=O)N[C@@H]1CC[C@H](CC1)OC